lithium 3-methylpyridine-2-sulfinate CC=1C(=NC=CC1)S(=O)[O-].[Li+]